[Ni].[Fe].[Ga] gallium iron nickel